3-(trans-4-azidocyclohexyl)-5-({[tert-butyl-(diphenyl)silyl]oxy}methyl)-4-methyl-4H-1,2,4-triazole N(=[N+]=[N-])[C@@H]1CC[C@H](CC1)C1=NN=C(N1C)CO[Si](C1=CC=CC=C1)(C1=CC=CC=C1)C(C)(C)C